C(C1=CC=CC=C1)(=O)OC(C(CCC(CCC(CCC(C)=O)=O)=O)=O)OC(C1=CC=CC=C1)=O 4'-(2,5,8,11-tetraoxododecane-1,1-diyl) dibenzoate